O1CCN(CC1)CC1=CC=C(O1)\C(\C=N\NC(NC)=S)=N\NC(NC)=S (2E,2'E)-2,2'-(1-(5-(morpholinomethyl)furan-2-yl)ethane-1,2-diylidene)bis(N-methylhydrazine-1-carbothioamide)